tert-butyl 2-((3-(4-(5-methyl-1,3,4-thiadiazol-2-yloxy)phenyl)-1,2,4-oxadiazol-5-yl)methyl)acrylate CC1=NN=C(S1)OC1=CC=C(C=C1)C1=NOC(=N1)CC(C(=O)OC(C)(C)C)=C